FC1=C(C=CC(=C1F)F)S(=O)(=O)Cl 2,3,4-trifluorobenzene-1-sulfonyl chloride